ClC1=C(C=C(OCC(=O)NC23CC(C2)(C3)C=3OC(=NN3)OC=3C=NC(=CC3)C(F)(F)F)C=C1)F 2-(4-chloro-3-fluorophenoxy)-N-[3-(5-{[6-(trifluoromethyl)pyridin-3-yl]oxy}-1,3,4-oxadiazol-2-yl)bicyclo[1.1.1]pentan-1-yl]acetamide